3-((5-Bromo-2-hydroxyphenyl)sulfonamido)-5-(1-cyanocyclobutyl)-2-hydroxy-N-methylbenzamide BrC=1C=CC(=C(C1)S(=O)(=O)NC=1C(=C(C(=O)NC)C=C(C1)C1(CCC1)C#N)O)O